N-(2-cyclopropyl-4-iodo-5-methylphenyl)-N-(2-methyl-2H-pyrazolo[3,4-b]pyridin-6-yl)but-2-ynamide C1(CC1)C1=C(C=C(C(=C1)I)C)N(C(C#CC)=O)C=1C=CC=2C(N1)=NN(C2)C